tris(trimethylsilane) arsenic [As].C[SiH](C)C.C[SiH](C)C.C[SiH](C)C